(2S,5S)-5-(4-Chlorobenzyl)-2-methyl-4-(4-(5-methyl-1H-pyrazol-3-yl)cyclohexyl)morpholin ClC1=CC=C(C[C@H]2CO[C@H](CN2C2CCC(CC2)C2=NNC(=C2)C)C)C=C1